3-(4-oxo-2-(trifluoromethyl)-5-(8-(((1R,2S,4R)-1,7,7-trimethylbicyclo[2.2.1]heptan-2-yl)amino)oct-1-yn-1-yl)quinazolin-3(4H)-yl)piperidine-2,6-dione O=C1N(C(=NC2=CC=CC(=C12)C#CCCCCCCN[C@@H]1[C@@]2(CC[C@H](C1)C2(C)C)C)C(F)(F)F)C2C(NC(CC2)=O)=O